C\C(=C/CCC=1C(N1)C(=O)OCC)\CCC=C(C)C ethyl (E)-3-(4,8-dimethylnona-3,7-dien-1-yl)-2H-azirine-2-carboxylate